CC1=C(OCC2CNCCC2)C=CC=C1 3-(2-methylphenoxymethyl)piperidine